COC(C([C@@H](CBr)C(=O)OC(C)(C)C)N)=O (3R)-3-Boc-amino-4-bromo-butanoic acid methyl ester